3-benzyl-3-methoxyisobenzofuran C(C1=CC=CC=C1)C1(OCC2=CC=CC=C12)OC